CN1N=NN=C1C(C1=CC=CC=C1)=NOCC1=CC=CC(=N1)NC(OC(C)(C)C)=O tert-butyl {6-[({[(1-methyl-1H-tetrazol-5-yl)(phenyl)methylene]amino}oxy) methyl]pyridin-2-yl}carbamate